C(CC=CC)O[Si](C)(C)C(C)(C)C (pent-3-en-1-yloxy)(tert-butyl)dimethylsilane